benzyl ((S)-1-((1R,2S,5S)-2-(((S)-1-cyano-2-((R)-5-oxo-4-azaspiro[2.4]heptan-6-yl)ethyl)carbamoyl)-6,6-dimethyl-3-azabicyclo[3.1.0]hexan-3-yl)-3,3-dimethyl-1-oxobutan-2-yl)carbamate C(#N)[C@H](C[C@H]1C(NC2(CC2)C1)=O)NC(=O)[C@@H]1[C@H]2C([C@H]2CN1C([C@H](C(C)(C)C)NC(OCC1=CC=CC=C1)=O)=O)(C)C